C(C)C1=C(C(=O)O)C(=CN=C1Cl)[N+](=O)[O-] ethyl-2-chloro-5-nitroisonicotinic acid